2-(4-benzylpiperidin-1-yl)-N-phenylpropionamide C(C1=CC=CC=C1)C1CCN(CC1)C(C(=O)NC1=CC=CC=C1)C